The molecule is a pentacyclic triterpenoid that is olean-13(18)-en-28-oic acid substituted by hydroxy groups at positions 2 and 3 (the 2alpha,3beta-stereoisomer). It has been isolated from the leaves of Rosa laevigata. It has a role as an anti-inflammatory agent and a plant metabolite. It is a pentacyclic triterpenoid and a dihydroxy monocarboxylic acid. It derives from a hydride of an oleanane. C[C@@]12CC[C@@H]3[C@@]([C@H]1CCC4=C5CC(CC[C@@]5(CC[C@@]24C)C(=O)O)(C)C)(C[C@H]([C@@H](C3(C)C)O)O)C